5-chloro-4-iodo-2-(trifluoromethoxy)pyridine tert-butyl-(S)-(1-(2-cyano-5-formylpyridin-4-yl)-3-methylpyrrolidin-3-yl)carbamate C(C)(C)(C)N(C(O)=O)[C@@]1(CN(CC1)C1=CC(=NC=C1C=O)C#N)C.ClC=1C(=CC(=NC1)OC(F)(F)F)I